racemic-N-(1-(6,7-difluoro-4-oxo-3,4-dihydrophthalazin-1-yl)ethyl)-5,6-difluoro-N-methyl-1H-indole-2-carboxamide FC=1C=C2C(NN=C(C2=CC1F)[C@@H](C)N(C(=O)C=1NC2=CC(=C(C=C2C1)F)F)C)=O |r|